2-(2,4-dimethylphenyl)-2,2-difluoroethan-1-amine CC1=C(C=CC(=C1)C)C(CN)(F)F